N-(2-(2-amino-2-oxoethyl)-4-((3-fluorobenzyl)oxy)phenyl)acrylamide NC(CC1=C(C=CC(=C1)OCC1=CC(=CC=C1)F)NC(C=C)=O)=O